N1-(5-(1-isopropyl-2-methyl-1H-imidazo[4,5-b]pyridin-6-yl)pyrrolo[2,1-f][1,2,4]triazin-2-yl)-N4-methylcyclohexane-1,4-diamine C(C)(C)N1C(=NC2=NC=C(C=C21)C=2C=CN1N=C(N=CC12)NC1CCC(CC1)NC)C